N1C(C=CC2=CC=CC=C12)=O R-quinolone